C(C)(=O)[O-].C(C)(=O)[O-].C(CCCCCCC)[Sn+2]CCCCCCCC di-n-octyltin diacetate